C1(CCCCC1)C1(NC(=NC=C1C=1C=NN(C1)C)NC1=NOC(=C1)C)N 4-cyclohexyl-5-(1-methyl-1H-pyrazol-4-yl)-N2-(5-methylisoxazol-3-yl)pyrimidine-2,4-diamine